2-[3-{6-methyl-2-[(2S)-2-methyl-azetidin-1-yl]-thieno[3,2-d]pyrimidin-4-yl}-2-oxo-3-azabicyclo[3.1.0]hex-6-yl]acetic acid CC1=CC=2N=C(N=C(C2S1)N1C(C2C(C2C1)CC(=O)O)=O)N1[C@H](CC1)C